NC=1C=C(C=CC1F)NC(C1=C(C=C(C=C1)C(F)(F)F)OC1=C(C=C(C=C1)F)C)=O N-(3-amino-4-fluorophenyl)-2-(4-fluoro-2-methylphenoxy)-4-(trifluoromethyl)benzamide